C(C)(C)(C)OC(=O)[C@]1(C[C@H](NCC1)C)CC1=NC(=CC(=C1F)C(C)(C)O)Cl (2R,4R)-4-((6-chloro-3-fluoro-4-(2-hydroxypropan-2-yl)pyridin-2-yl)methyl)-2-methylpiperidine-4-carboxylic acid tert-butyl ester